tert-butyl ((3-(4-(2-(3,5-dichloro-4-(3-chloropropoxy) phenyl)propan-2-yl)phenyl)isoxazol-5-yl)methyl)carbamate ClC=1C=C(C=C(C1OCCCCl)Cl)C(C)(C)C1=CC=C(C=C1)C1=NOC(=C1)CNC(OC(C)(C)C)=O